1-((1-methylidenemethyl)azo)formamide C=CN=NC(=O)N